tert-Butyl 6-((4-(((cis)-3-(5-chloro-2-cyanophenyl)cyclobutyl)carbamoyl)-1H-1,2,3-triazol-1-yl)methyl)-3,4-dihydroisoquinoline-2(1H)-carboxylate ClC=1C=CC(=C(C1)[C@H]1C[C@H](C1)NC(=O)C=1N=NN(C1)CC=1C=C2CCN(CC2=CC1)C(=O)OC(C)(C)C)C#N